ClC=1C=C(C=CC1)C(CN1C[C@@H](CCC1)COC1=CC=C(C=C1)S(=O)(=O)C)O 1-(3-chlorophenyl)-2-((R)-3-((4-(methylsulfonyl)phenoxy)methyl)piperidin-1-yl)ethanol